2-neopentyl-4-(4-(4-(4-(4,4,5,5-tetramethyl-1,3,2-dioxaborolan-2-yl)phenyl)piperazin-1-yl)phenyl)-2,4-dihydro-3H-1,2,4-triazol-3-one C(C(C)(C)C)N1N=CN(C1=O)C1=CC=C(C=C1)N1CCN(CC1)C1=CC=C(C=C1)B1OC(C(O1)(C)C)(C)C